(2-bromo-5-chloro-4-((5-ethylthiophene-2-yl)methyl)phenyl)methanol BrC1=C(C=C(C(=C1)CC=1SC(=CC1)CC)Cl)CO